(R)-N-methyl-5-(pyrrolidin-3-yloxy)pyridineamide HCl salt Cl.CNC(=O)C1=NC=C(C=C1)O[C@H]1CNCC1